N-butyl-4-(2,7-di-tert-butyl-10-(4-((3-hydroxypropyl)dimethylammonio)butyl)phenazin-5(10H)-yl)-N,N-dimethylbutan-1-aminium bromide [Br-].C(CCC)[N+](CCCCN1C=2C=CC(=CC2N(C2=CC=C(C=C12)C(C)(C)C)CCCC[N+](C)(C)CCCO)C(C)(C)C)(C)C.[Br-]